7-chloro-1H-1,5-naphthyridin-4-one ClC1=CN=C2C(C=CNC2=C1)=O